4-(3-hydroxy-6-naphthalen-1-yl-pyridin-2-yl)-4-oxo-butyric acid ethyl ester C(C)OC(CCC(=O)C1=NC(=CC=C1O)C1=CC=CC2=CC=CC=C12)=O